butylpyrrolidine trifluoroacetate FC(C(=O)O)(F)F.C(CCC)N1CCCC1